SC(C(=O)O)C.C1(C=CC(N1)=O)=O.C1(C=CC(N1)=O)=O bismaleimide mercaptopropionate